zirconium tetra(acetoacetate) C(CC(=O)C)(=O)[O-].C(CC(=O)C)(=O)[O-].C(CC(=O)C)(=O)[O-].C(CC(=O)C)(=O)[O-].[Zr+4]